hydroxycarboxylic acid sodium salt [Na+].OC(=O)[O-]